6-(benzo[d]oxazol-2-yl)-2-(1-cyclobutyl-6-(2H-tetrazol-5-yl)-1H-benzo[d]imidazol-2-yl)-5-hydroxy-3-methylpyrimidin-4(3H)-one O1C(=NC2=C1C=CC=C2)C2=C(C(N(C(=N2)C2=NC1=C(N2C2CCC2)C=C(C=C1)C=1N=NNN1)C)=O)O